rac-2-Thioxo-1-(2-((2R,4R)-4-(trifluoromethyl)piperidin-2-yl)benzyl)-1,2,3,5-tetrahydro-4H-pyrrolo[3,2-d]pyrimidin-4-one S=C1NC(C2=C(N1CC1=C(C=CC=C1)[C@@H]1NCC[C@H](C1)C(F)(F)F)C=CN2)=O |r|